1-(2-methyl-4-(methylthio)-7-oxo-7,8-dihydropyrido[2,3-d]pyrimidin-6-yl)cyclopropane-1-carbonitrile CC=1N=C(C2=C(N1)NC(C(=C2)C2(CC2)C#N)=O)SC